FC1=C(C=C(C=C1)NC(C=C)=O)NC1=NC(=NC=C1C1=CC(=CC(=C1)C(F)(F)F)F)NC=1C=NN(C1)C N-(4-fluoro-3-((5-(3-fluoro-5-(trifluoromethyl)phenyl)-2-((1-methyl-1H-pyrazol-4-yl)amino)pyrimidin-4-yl)amino)phenyl)acrylamide